N-(4-(4-amino-7-cyano-3-(3-fluoro-4-((4-methylpyrimidin-2-yl)oxy)phenyl)-1-methyl-1H-pyrrolo[3,2-c]pyridin-2-yl)-3-fluoro-5-methylphenyl)methacrylamide NC1=NC=C(C2=C1C(=C(N2C)C2=C(C=C(C=C2C)NC(C(=C)C)=O)F)C2=CC(=C(C=C2)OC2=NC=CC(=N2)C)F)C#N